FC(C=1C(=C(C=CC1)[C@@H](C)NC=1C2=C(N=C(N1)C)N=CC(=C2)N2CCCCC2)F)F (R)-N-(1-(3-(difluoromethyl)-2-fluorophenyl)ethyl)-2-methyl-6-(piperidin-1-yl)pyrido[2,3-d]pyrimidin-4-amine